3-chloro-4-((3,5-difluoropyridin-2-yl)methoxy)-2'-(2-(2-hydroxypropan-2-yl)pyrimidin-4-yl)-5'-methyl-6-(trifluoromethyl)-2H-[1,4'-bipyridin]-2-one ClC=1C(N(C(=CC1OCC1=NC=C(C=C1F)F)C(F)(F)F)C1=CC(=NC=C1C)C1=NC(=NC=C1)C(C)(C)O)=O